chrysene-D12 [2H]C1=C(C(=C2C(=C1[2H])C(=C(C3=C2C(=C(C4=C(C(=C(C(=C43)[2H])[2H])[2H])[2H])[2H])[2H])[2H])[2H])[2H])[2H]